(trans)-Methyl 4-(indolizin-2-yl)cyclohexanecarboxylate C=1C(=CN2C=CC=CC12)[C@@H]1CC[C@H](CC1)C(=O)OC